O=C1NC(CCC1N1C(C2=CC=C(C=C2C1=O)N1CCNCC1)=O)=O (2-(2,6-dioxopiperidin-3-yl)-1,3-dioxoisoindolin-5-yl)piperazin